5-bromo-2-(2-(methylsulfonyl)ethyl)-2H-indazole BrC1=CC2=CN(N=C2C=C1)CCS(=O)(=O)C